CCCCCCCCCCCCCCCCCC(=O)OC[C@H](COP(=O)(O)OC[C@@H](C(=O)O)N)OC(=O)CCC/C=C\C/C=C\C/C=C\C/C=C\C/C=C\CC 1-octadecanoyl-2-(5Z,8Z,11Z,14Z,17Z-eicosapentaenoyl)-glycero-3-phosphoserine